FC(C=1C=C(OC2=NC(=NC=C2)C2=CC=C(C=C2)C(F)(F)F)C=CC1)(F)F 4-(3-trifluoromethylphenoxy)-2-(4-trifluoromethylphenyl)pyrimidine